1,2-dihydroxypinene OC12C(C=CC(C1(C)C)C2)(C)O